(R)-7-(3,5-difluorophenoxy)-N-((1R,5s,8s)-3-(6-methoxypyridazin-4-yl)-3-azabicyclo[3.2.1]oct-8-yl)-6,7-dihydro-5H-pyrrolo[1,2-b][1,2,4]triazol-2-amine FC=1C=C(O[C@@H]2CCN3N=C(N=C32)NC3[C@H]2CN(C[C@@H]3CC2)C2=CN=NC(=C2)OC)C=C(C1)F